5-cyclobutoxy-2-methyl-6-(1-(piperidin-4-yl)-1H-pyrazol-3-yl)-3,4-dihydroquinolin-1(2H)-yl(cyclopropyl)methanone C1(CCC1)OC1=C2CCC(N(C2=CC=C1C1=NN(C=C1)C1CCNCC1)C(=O)C1CC1)C